The molecule is an N-glycosyl compound that is a metabolite produced by the bacterium Mycoplasma genitalium. It has a role as a Mycoplasma genitalium metabolite. It is a N-glycosyl compound, an aminopyrimidine, a pyrimidone and a ring assembly. CC1=CN(C(=O)NC1C2=C(C(=NC(=O)N2[C@H]3C[C@@H]([C@H](O3)COP(=O)(O)O)O)N)O)[C@H]4C[C@@H]([C@H](O4)COP(=O)(O)O)O